O=C1N(CCC1)[C@H]1C(=NN(C1)C(=O)N[C@H](C)C=1C=NC(=NC1)C(F)(F)F)C1=CC=C(C=C1)C (R)-4-(2-oxopyrrolidin-1-yl)-3-(4-methylphenyl)-N-((R)-1-(2-(trifluoromethyl)pyrimidin-5-yl)ethyl)-4,5-dihydro-1H-pyrazol-1-carboxamide